2-hydroxy-1-(5-(hydroxymethyl)furan-2-yl)propan-1-one tert-butyl-6-amino-6-(2-ethoxy-2-oxoethyl)-1,4-oxazepane-4-carboxylate C(C)(C)(C)OC(=O)N1CCOCC(C1)(CC(=O)OCC)N.OC(C(=O)C=1OC(=CC1)CO)C